CC1=CC=C(C=C1)CCCCC 1-methyl-4-n-pentyl-benzene